tert-butyl ((S)-5-methyl-7-(((R)-1-methylpyrrolidin-3-yl)oxy)-4-oxo-2,3,4,5-tetrahydrobenzo[b][1,4]oxazepin-3-yl)carbamate CN1C2=C(OC[C@@H](C1=O)NC(OC(C)(C)C)=O)C=CC(=C2)O[C@H]2CN(CC2)C